CN(C1=CC=C(C=C1)CC1=C(N=C2N1C=CC=C2)C2=CC=CC=C2)CCCCC N-Methyl-N-pentyl-4-((2-phenylimidazo[1,2-a]pyridin-3-yl)methyl)aniline